C1=CC=CC=2C3=CC=CC=C3N(C12)C1=CC(=CC(=C1)N1C2=CC=CC=C2C=2C=CC=CC12)N1C2=CC=CC=C2C=2C=CC=CC12 1,3,5-Tris(carbazole-9-yl)benzene